1-((2-(2-trityl-2H-tetrazol-5-yl)propan-2-yl)oxy)propan-2-one C(C1=CC=CC=C1)(C1=CC=CC=C1)(C1=CC=CC=C1)N1N=C(N=N1)C(C)(C)OCC(C)=O